FC(COCCN(CCC(C(=O)O)NC(=O)N1C(CC1C)C)CCCCC1=NC=2NCCCC2C=C1)F 4-[2-(2,2-difluoroethoxy)ethyl-[4-(5,6,7,8-tetrahydro-1,8-naphthyridin-2-yl)butyl]amino]-2-[[2,4-dimethylazetidine-1-carbonyl]amino]butanoic acid